COC(=O)[C@H]1NC([C@H](C1)COCC1=CC=CC=C1)=O (2s,4r)-4-((benzyloxy)methyl)-5-oxopyrrolidine-2-carboxylic acid methyl ester